ClC=1C=C(C=CC1C)NC(N(C)C)=O 3-(3-chloro-4-methylphenyl)-1,1-dimethyl-urea